The molecule is any C21-steroid carrying a hydroxy substituent at the 17alpha-position. Note that individual examples may have ring substituents at other positions and/or contain double bonds, aromatic A-rings, expanded/contracted rings etc., so the formula and mass may vary from that given for the generic structure. It is a C21-steroid and a 17alpha-hydroxy steroid. CC[C@]1(CCC2C1(CCC3C2CCC4C3(CCCC4)C)C)O